N1N=CC(=C1)C1=CC=C(C=C1)N1CCC(CC1)CN1CC2=CC=CC=C2CC1 2-((1-(4-(1H-pyrazol-4-yl)phenyl)piperidin-4-yl)methyl)-3,4-dihydroisoquinoline